N-((2-(2,6-dioxopiperidin-3-yl)-1-oxoisoindolin-5-yl)methyl)-2,2-difluoro-2-(3-(2-hydroxyethyl)phenyl)acetamide O=C1NC(CCC1N1C(C2=CC=C(C=C2C1)CNC(C(C1=CC(=CC=C1)CCO)(F)F)=O)=O)=O